Cl.FC(=C1CC(C1)CCN)F 2-(3-(difluoromethylene)cyclobutyl)ethane-1-amine hydrochloride